5-chloro-6-methyl-4-(5-methyl-3-(1-methyl-1H-indazol-5-yl)-1-(2-azaspiro[3.3]heptan-6-yl)-1H-pyrazol-4-yl)-1H-indazole trifluoroacetate FC(C(=O)O)(F)F.ClC=1C(=C2C=NNC2=CC1C)C=1C(=NN(C1C)C1CC2(CNC2)C1)C=1C=C2C=NN(C2=CC1)C